FC(C(=O)O)(F)F.ClC1=C(C=C(C=C1)C(CNC1CCC(CC1)C(NC)=O)C1=CC=CC=C1)C=1C(=CC=C(C1F)OCCOC)C(=O)N 2'-chloro-6-fluoro-5-(2-methoxyethoxy)-5'-(2-(((1r,4r)-4-(methylcarbamoyl)cyclohexyl)amino)-1-phenylethyl)-[1,1'-biphenyl]-2-carboxamide trifluoroacetate